(2S,4r)-1-[(2S)-2-(4-cyclopropyl-triazol-1-yl)-3,3-dimethyl-butyryl]-4-hydroxy-N-[[(2S,4r)-4-methoxytetrahydropyran-2-yl]methyl]pyrrolidine-2-carboxamide C1(CC1)C=1N=NN(C1)[C@H](C(=O)N1[C@@H](C[C@H](C1)O)C(=O)NC[C@H]1OCC[C@H](C1)OC)C(C)(C)C